C(C)(C)C1=CC=C(C=C1)S(=O)(=O)N1C(CC(CCC1)(C)C)C=CC1=CC=CC=C1 ((4-isopropylphenyl)sulfonyl)-4,4-dimethyl-2-styrylazepane